CC1=CC=C(C=C1)S(=O)(=O)[O-] (R)-4-methylbenzenesulfonate